FC=1C=C(C=CC1)C=1N=CC(=NC1)NC(CCC(=O)N1C=2N(CCC1)N=C(C2)C)=O N-(5-(3-fluorophenyl)pyrazin-2-yl)-4-(2-methyl-6,7-dihydropyrazolo[1,5-a]pyrimidin-4(5H)-yl)-4-oxobutanamide